N-(1-(3-cyano-6-(1-methyl-1H-pyrazol-4-yl)pyrazolo[1,5-a]pyridin-4-yl)azetidin-3-yl)-2-(6-methoxypyridin-3-yl)propionamide formate salt C(=O)O.C(#N)C=1C=NN2C1C(=CC(=C2)C=2C=NN(C2)C)N2CC(C2)NC(C(C)C=2C=NC(=CC2)OC)=O